ClC1=CC(=C(C=C1Cl)C(C1CCN(CCC1)C(=O)[C@@H]1CN(CC1)C(=O)OC(C)(C)C)O)O tert-butyl (3S)-3-[4-[(4,5-dichloro-2-hydroxyphenyl)(hydroxy)methyl]azepane-1-carbonyl]pyrrolidine-1-carboxylate